(2S,5R)-5-[2-methoxy-4-(4-trifluoromethylphenyl)phenyl]-1H-pyrrole COC1=C(C=CC(=C1)C1=CC=C(C=C1)C(F)(F)F)C1=CC=CN1